NC1=C2C(=NC=N1)N(N=C2C2=CC=C(C=C2)OC2=CC=CC=C2)C2CCN(CC2)C2CN(C2)C2CCN(CC2)C2CCN(CC2)C(=O)[O-] 4-[4-[3-[4-[4-amino-3-(4-phenoxyphenyl)pyrazolo[3,4-d]pyrimidin-1-yl]-1-piperidyl]azetidin-1-yl]-1-piperidyl]piperidine-1-carboxylate